3-[4-[1-[8-[3-[6-[3-(4-amino-1-isopropyl-pyrazolo[3,4-d]pyrimidin-3-yl)-5-cyclopropyl-isoxazol-4-yl]-3-pyridyl]azetidin-1-yl]-8-oxo-octyl]-4-piperidyl]anilino]piperidine-2,6-dione NC1=C2C(=NC=N1)N(N=C2C2=NOC(=C2C2=CC=C(C=N2)C2CN(C2)C(CCCCCCCN2CCC(CC2)C2=CC=C(NC1C(NC(CC1)=O)=O)C=C2)=O)C2CC2)C(C)C